N-{8-(4-chlorophenoxy)-4-oxo-chroman-3-yl}acrylamide ClC1=CC=C(OC=2C=CC=C3C(C(COC23)NC(C=C)=O)=O)C=C1